CC(C)C(C(CC=C(C)C)(C)C)=O 2,4,4,7-Tetramethyl-6-octen-3-on